α-Chlorocaprolactone ClC1C(=O)OCCCC1